4-((2-(4-(benzyloxy)phenyl)imidazo[1,2-a]pyridin-3-yl)amino)benzoic acid C(C1=CC=CC=C1)OC1=CC=C(C=C1)C=1N=C2N(C=CC=C2)C1NC1=CC=C(C(=O)O)C=C1